C(#N)C=1C=NC(=NC1)NC(CNC(OC(C)(C)C)=O)C1=CC=C(C=C1)F tert-butyl (2-((5-cyanopyrimidin-2-yl)amino)-2-(4-fluorophenyl)ethyl)carbamate